11-((N-(3-Hexylundecanoyl)-N-methylglycyl)oxy)-6-((4-hydroxybutyl)(propyl)-amino)-undecyl 3-hexylundecanoate C(CCCCC)C(CC(=O)OCCCCCC(CCCCCOC(CN(C)C(CC(CCCCCCCC)CCCCCC)=O)=O)N(CCC)CCCCO)CCCCCCCC